CC(C)[C@@H](C)C=C[C@@H](C)[C@H]1CC[C@H]2C3=CCC4C[C@H](CC[C@]4(C)[C@H]3CC[C@]12C)CCCCCCCCCCCCCCCC(=O)[O-] ergosta-7,22-diene-3β-palmitate